BrCC=1CC(C=CC1)=COC 1-(bromomethyl)-3-(methoxymethylene)benzene